tert-Butyl (3S,4R)-4-(6-amino-4-methylpyridazin-3-yl)-3-methylpiperidine-1-carboxylate NC1=CC(=C(N=N1)[C@H]1[C@@H](CN(CC1)C(=O)OC(C)(C)C)C)C